C(C1=CC=CC=C1)C1CCCCC1 4-Benzylcyclohexane